C(C)(C)(C)OC(=O)N1CCN(CC1)C12CCC(CC1)(CC2)N2N=C1C=C(C(=CC1=C2)NC(C(F)(F)F)=O)C(=O)OC methyl 2-(4-(4-(tert-butoxycarbonyl) piperazin-1-yl) bicyclo[2.2.2]octan-1-yl)-5-(2,2,2-trifluoroacetamido)-2H-indazole-6-carboxylate